4-(3-(4-(tert-butyl)benzoyl)phenyl)nonanamide C(C)(C)(C)C1=CC=C(C(=O)C=2C=C(C=CC2)C(CCC(=O)N)CCCCC)C=C1